4-(4-fluorophenyl)-7,7-dimethyl-4,6,7,8-tetrahydro-2H-chromene-2,5(3H)-dione FC1=CC=C(C=C1)C1CC(OC=2CC(CC(C12)=O)(C)C)=O